4-(2-((3S,5R)-4,4-difluoro-3,5-dimethylpiperidin-1-yl)-5-(trifluoromethyl)nicotinamido)picolinamide FC1([C@H](CN(C[C@H]1C)C1=C(C(=O)NC2=CC(=NC=C2)C(=O)N)C=C(C=N1)C(F)(F)F)C)F